(p-butylphenyl)Boron C(CCC)C1=CC=C(C=C1)[B]